OC[C@H](CB(OC(C)(CC(C)O)C)O)C=1C=NC=C(C1)C1=CC(=C(C=C1)OC)OCCC 4-hydroxy-2-methylpentan-2-yl hydrogen ((R)-3-hydroxy-2-(5-(4-methoxy-3-propoxyphenyl)pyridin-3-yl)propyl)boronate